ClC1=CC=C2C(=N1)N=C(O2)N2CCN(CC2)C(=O)C2=CC(=C(C=C2)C2=NN(N=C2)CC(C)(C)C)OC [4-(5-chlorooxazolo[4,5-b]pyridin-2-yl)piperazin-1-yl]-[4-[2-(2,2-dimethylpropyl)triazol-4-yl]-3-methoxy-phenyl]methanone